(S)-5-(tert-butoxy)-2-(4-(2,5-dioxo-2,5-dihydro-1H-pyrrol-1-yl)butanamido)-5-oxopentanoic acid C(C)(C)(C)OC(CC[C@@H](C(=O)O)NC(CCCN1C(C=CC1=O)=O)=O)=O